C(=C)C1=CC=C(C=C1)COCC(ON1C(CCCC1(C)C)(C)C)C1=CC=CC=C1 1-(2-((4-vinylphenyl)methoxy)-1-phenylethoxy)-2,2,6,6-tetramethylpiperidine